[Si](C1=CC=CC=C1)(C1=CC=CC=C1)(C(C)(C)C)O[C@H](CC(C(=C)C)=O)CN(C)CCOC (R)-5-((tert-butyldiphenylsilyl)oxy)-6-((2-methoxyethyl)(methyl)amino)-2-methylhex-1-en-3-one